(1R,4R)-4-(4-(3-(7-((1S,4S)-2,5-diazabicyclo[2.2.1]hept-2-yl)quinolin-4-yl)-6-methylimidazo[1,2-b]pyridazin-7-yl)-1H-pyrazol-1-yl)cyclohex-an-1-ol Germanium [Ge].[C@@H]12N(C[C@@H](NC1)C2)C2=CC=C1C(=CC=NC1=C2)C2=CN=C1N2N=C(C(=C1)C=1C=NN(C1)C1CCC(CC1)O)C